C(C)(=O)OC1COC2=C1C=C(C=C2S(NC2=C(C(=C(C=C2)F)C#CC=2C=NC(=NC2)N[C@@H]2CC[C@H](CC2)O)F)(=O)=O)Cl 5-chloro-7-(N-(2,4-difluoro-3-((2-((trans-4-hydroxycyclohexyl) amino) pyrimidin-5-yl) ethynyl) phenyl) sulfamoyl)-2,3-dihydrobenzofuran-3-yl acetate